sodium butyrate acetate C(C)(=O)[O-].C(CCC)(=O)O.[Na+]